ClC1=C(C=C(NN1C)NC=1SC2=C(N1)C(=CC=C2)F)C N-(6-chloro-1,5-dimethyl-pyridazin-3-yl)-4-fluoro-1,3-benzothiazol-2-amine